C12COCC(CC1)N2C(=O)C2=CC=C(C=C2)C(=O)N2C[C@H]([C@@H](CC2)N2CC1=CC=CC(=C1CC2)F)O (4-(3-oxa-8-azabicyclo[3.2.1]octane-8-carbonyl)phenyl)((3R,4R)-4-(5-fluoro-3,4-dihydroisoquinolin-2(1H)-yl)-3-hydroxypiperidin-1-yl)methanone